N-(2-(3-bromo-1-methyl-1H-pyrazol-5-yl)propan-2-yl)-1-methyl-3-(trifluoromethyl)-1H-pyrazole-5-carboxamide BrC1=NN(C(=C1)C(C)(C)NC(=O)C1=CC(=NN1C)C(F)(F)F)C